FC=1C(=CC=2N(C1)C(=CN2)C(=O)[O-])COCC(C)(C)O 6-fluoro-7-[(2-hydroxy-2-methyl-propoxy)methyl]imidazo[1,2-a]pyridine-3-carboxylate